3-(1,4-dimethyl-1H-benzo[d][1,2,3]triazol-5-yl)-3-(3-(((R)-2-ethyl-2,3-dihydro-[1,4]oxazepino[6,7-g]quinolin-4(5H)-yl)methyl)-4-methylphenyl)-2,2-dimethylpropanoic acid CN1N=NC2=C1C=CC(=C2C)C(C(C(=O)O)(C)C)C2=CC(=C(C=C2)C)CN2C[C@H](OC1=C(C=C3C=CC=NC3=C1)C2)CC